[N+](=O)([O-])C1=C(C=CC(=C1)[N+](=O)[O-])NN (2,4-dinitrophenyl)hydrazine